tert-Butyl 2-[1-[6-methyl-2-(2-methyl-1,3-benzoxazol-4-yl)-4-oxo-chromen-8-yl]ethylamino]benzoate CC=1C=C2C(C=C(OC2=C(C1)C(C)NC1=C(C(=O)OC(C)(C)C)C=CC=C1)C1=CC=CC2=C1N=C(O2)C)=O